(2r,5r)-3-(3-amino-5-fluorophenylethyl)-2-(1-(4-bromophenyl)-3-(4-fluorophenyl)-1H-pyrazol-4-yl)-5-methyl-oxazolidin-4-one NC=1C=C(C=C(C1)F)CCN1[C@H](O[C@@H](C1=O)C)C=1C(=NN(C1)C1=CC=C(C=C1)Br)C1=CC=C(C=C1)F